tert-butyl 4-(7-(2-((tert-butoxycarbonyl)amino)-7-fluorobenzo[d]thiazol-4-yl)-6-ethyl-8-fluoro-2-(((S)-1-methylpyrrolidin-2-yl)methoxy)quinazolin-4-yl)piperazine-1-carboxylate C(C)(C)(C)OC(=O)NC=1SC2=C(N1)C(=CC=C2F)C2=C(C=C1C(=NC(=NC1=C2F)OC[C@H]2N(CCC2)C)N2CCN(CC2)C(=O)OC(C)(C)C)CC